FC1C(CCCC1)=O Fluoro-cyclohexanone